NC=1SC2=C(N1)C(=CC=C2F)C2=C(C=C1C(=NC=NC1=C2F)N2CCN(CC2)C(C=C)=O)Cl 4-[7-(2-amino-7-fluoro-1,3-benzothiazol-4-yl)-6-chloro-8-fluoroquinazolin-4-yl]1-piperazine-1-yl-prop-2-en-1-one